Methyl 2-[[4-[6-[(4-cyano-2-fluoro-phenyl)methoxy]-2-pyridyl]-2,5-difluoro-phenyl]methyl]-3-[(3S)-4,4-dimethyltetrahydrofuran-3-yl]benzimidazole-5-carboxylate C(#N)C1=CC(=C(C=C1)COC1=CC=CC(=N1)C1=CC(=C(C=C1F)CC=1N(C2=C(N1)C=CC(=C2)C(=O)OC)[C@@H]2COCC2(C)C)F)F